amino[ethyl]-[1,1'-biphenyl]-2-carboxamide NC=1C(=C(C(=CC1)C1=CC=CC=C1)C(=O)N)CC